BrC=1SC(=C(N1)C[C@@H](C(=O)OCC)NC(=O)OC(C)(C)C)CCCC(=O)N([C@@H](C(C)C)C(=O)O)C N-(4-(2-bromo-4-((S)-2-((tert-butoxycarbonyl)amino)-3-ethoxy-3-oxopropyl)thiazol-5-yl)butanoyl)-N-methyl-L-valine